ClCC(=O)NCC=1C=C(C2=C(CCO2)C1CO)C1=CC=C(C=C1)OC(F)(F)F 2-chloro-N-[[4-(hydroxymethyl)-7-[4-(trifluoromethoxy)phenyl]-2,3-dihydrobenzofuran-5-yl]methyl]acetamide